trifluoromethanesulfonyl-(3-(2,4-dichlorophenyl))propylamine FC(S(=O)(=O)NCCCC1=C(C=C(C=C1)Cl)Cl)(F)F